1,6-naphthyridine-5-carbonitrile N1=CC=CC=2C(=NC=CC12)C#N